methyl (2S,3R)-2-[(5-bromo-3-nitro-2-pyridyl)amino]-3-(tert-butoxycarbonylamino)-3-phenyl-butanoate BrC=1C=C(C(=NC1)N[C@H](C(=O)OC)[C@@](C)(C1=CC=CC=C1)NC(=O)OC(C)(C)C)[N+](=O)[O-]